(3-chloro-2-(2',3,4'-trifluoro-[1,1'-biphenyl]-2-yl)imidazo[1,2-a]pyridin-7-yl)((3S,4R)-3,4-dihydroxypyrrolidin-1-yl)methanone ClC1=C(N=C2N1C=CC(=C2)C(=O)N2C[C@@H]([C@@H](C2)O)O)C2=C(C=CC=C2F)C2=C(C=C(C=C2)F)F